(1-(1-(4-fluorophenyl)-6-methyl-1H-indazol-5-yl)-6-(hydroxymethyl)-3-azabicyclo[3.1.0]hexan-3-yl)(phenyl)methanone FC1=CC=C(C=C1)N1N=CC2=CC(=C(C=C12)C)C12CN(CC2C1CO)C(=O)C1=CC=CC=C1